3-((2-Ethylhexyl)oxy)-5-(tridecyloxy)benzoic acid methyl ester COC(C1=CC(=CC(=C1)OCCCCCCCCCCCCC)OCC(CCCC)CC)=O